C(C)C1=C(C(=NC(=C1C(=O)SCC)CCC)C1=CC=CC=C1)C(=O)OCC Ethyl 4-ethyl-5-ethylsulfanylcarbonyl-2-phenyl-6-propylpyridine-3-carboxylate